Cyclohexanehydrazide C1(CCCCC1)C(=O)NN